n-butyl-2-(4-chloro-phenyl)-2-[2-(2,4-dimethoxy-phenyl)-benzoimidazol-1-yl]-acetamide C(CCC)C(C(=O)N)(N1C(=NC2=C1C=CC=C2)C2=C(C=C(C=C2)OC)OC)C2=CC=C(C=C2)Cl